2-ETHYLPHENYLBORONIC ACID C(C)C1=C(C=CC=C1)B(O)O